(13R)-16-chloro-13-methyl-8,14-dioxa-10,19,20-triazatetracyclo[13.5.2.12,6.018,21]tricosa-1(20),2,4,6(23),15,17,21-heptaen-9-one ClC1=C2O[C@@H](CCNC(OCC=3C=CC=C(C4=NNC(=C1)C4=C2)C3)=O)C